C(C)N(C1=CC2=C(C=C(C(O2)=O)C(N)=S)C=C1)CC 7-diethylamino-3-thiocarbamoyl-2H-benzopyranone